C1(CC1)[C@H](CNC(=O)C1=C(N=C(S1)C(=O)NC)C)C(N[C@H]1C2=C(CN3N(C1=O)CCC3)C=CC=C2)=O N5-((R)-2-cyclopropyl-3-oxo-3-(((S)-11-oxo-2,3,10,11-tetrahydro-1H,5H-benzo[d]pyrazolo[1,2-a][1,2]diazepin-10-yl)amino)propyl)-N2,4-dimethylthiazole-2,5-dicarboxamide